NC(C)C1=CC=C(C2=C1OCCO2)N2CCNCC2 8-(1-aminoethyl)-5-(piperazin-1-yl)-2,3-dihydro-1,4-benzodioxine